C(C)OC(CN1N=CC=2N(C1=O)C=CC2)=O.C2=CC=CC=1C3=CC=CC=C3N(C21)CC(CN2C(CCC2)=O)(C)O 1-(3-(9H-carbazol-9-yl)-2-hydroxy-2-methylpropyl)pyrrolidin-2-one Ethyl-2-(4-oxopyrrolo[1,2-d][1,2,4]triazin-3(4H)yl)acetate